5-((1-(4-(5-Methyl-2,5-diazabicyclo[2.2.2]octan-2-yl)phenyl)-1H-imidazol-4-yl)amino)pyrazine-2-carbonitrile CN1C2CN(C(C1)CC2)C2=CC=C(C=C2)N2C=NC(=C2)NC=2N=CC(=NC2)C#N